neodymium-iron-boron alloyl-gallium indium [In].C(C=C)(=O)[Ga].[B].[Fe].[Nd]